BrC1=C2C=NN(C2=CC2=C1C(CC2)C#C[Si](C(C)C)(C(C)C)C(C)C)C2OCCCC2 4-bromo-1-(tetrahydro-2H-pyran-2-yl)-5-((triisopropylsilyl)ethynyl)-1,5,6,7-tetrahydrocyclopenta[f]indazole